C(C)(C)(C)NC(C=C)=O N-tert-Butylacrylamid